C=C(CS(=O)(=O)O)CS(=O)(=O)O 2-methylidene-1,3-propylenedisulphonic acid